(1-(but-2-yn-1-yl)-6-chloro-1H-pyrrolo[2,3-b]pyridin-4-yl)methanol C(C#CC)N1C=CC=2C1=NC(=CC2CO)Cl